N-(4-hydroxyphenyl)-3-(7-methylnaphthalene-1-yl)propionamide OC1=CC=C(C=C1)NC(CCC1=CC=CC2=CC=C(C=C12)C)=O